N4-(4-([1,2,4]triazolo[1,5-a]pyridin-7-yloxy)-3-chlorophenyl)-7-methoxy-N6-(piperidin-4-yl)quinazoline-4,6-diamine N=1C=NN2C1C=C(C=C2)OC2=C(C=C(C=C2)NC2=NC=NC1=CC(=C(C=C21)NC2CCNCC2)OC)Cl